F[C@H]1CN(C[C@H]1NC1=CC=CC2=C1SC(=C2CC(F)(F)F)/C=N/O)C(=O)OC(C)(C)C tert-butyl (3S,4R)-3-fluoro-4-((2-((E)-(hydroxyimino)methyl)-3-(2,2,2-trifluoroethyl)benzo[b]thiophen-7-yl)amino)pyrrolidine-1-carboxylate